FCCCN1C[C@H](CC1)OC1=CC=C(C=C1)C1=C(CCSC2=C1C=CC(=C2)O)C2=C(C=C(C=C2)OC([2H])([2H])[2H])F 5-[4-[(3S)-1-(3-fluoropropyl)pyrrolidin-3-yl]oxyphenyl]-4-[2-fluoro-4-(trideuteriometh-oxy)phenyl]-2,3-dihydro-1-benzothiepin-8-ol